C(CC)C1CCC=2NC3=CC=C(C=C3C2C1)S(=O)(=O)NC1=CC=C(C(=O)O)C=C1 4-(3-propyl-2,3,4,9-tetrahydro-1H-carbazole-6-sulfonamido)benzoic acid